C(CCC)C(C(=O)OCCCC)C(C(=O)OCCCC)CCCC dibutyl 2,3-dibutylsuccinate